tert-butyl 4-(6-bromo-2-ethyl-7-fluoro-4-oxo-1,4-dihydro-1,5-naphthyridin-3-yl)piperazine-1-carboxylate BrC=1N=C2C(C(=C(NC2=CC1F)CC)N1CCN(CC1)C(=O)OC(C)(C)C)=O